N-(3-cyano-7-fluoro-thieno[3,2-C]pyridin-2-yl)carbamic acid ethyl ester C(C)OC(NC1=C(C=2C=NC=C(C2S1)F)C#N)=O